BrC=1C=C(C(=O)NCCC(C)C)C=CN1 2-bromo-N-isopentyl-isonicotinamide